FC1=C(C(=CC=C1)C)C=1C=C/2C(=CN1)NC(\C2=C(\C)/NC=2C=NN(C2)C)=O (Z)-5-(2-Fluoro-6-methylphenyl)-3-(1-((1-methyl-1H-pyrazol-4-yl)amino)ethylidene)-1H-pyrrolo[2,3-c]pyridin-2(3H)-one